5-bromo-2'-O-methyluridine CO[C@@H]1[C@@H]([C@H](O[C@H]1N2C=C(C(=O)NC2=O)Br)CO)O